tert-butyl (3S)-3-((4-((Z)-2-(4-bromo-6-chloro-1-(tetrahydro-2H-pyran-2-yl)-1H-indazol-5-yl)vinyl)-2H-1,2,3-triazol-2-yl)methyl)piperidine-1-carboxylate BrC1=C2C=NN(C2=CC(=C1\C=C/C1=NN(N=C1)C[C@@H]1CN(CCC1)C(=O)OC(C)(C)C)Cl)C1OCCCC1